Cl.C[C@H]1N(S(OC1)(=O)=O)C(=O)OC(C)(C)C tert-butyl (4R)-4-methyl-2,2-dioxo-oxathiazolidine-3-carboxylate hydrochloride